ethylene glycol bis(pentafluoroethanesulfonate) FC(C(S(=O)(=O)OCCOS(=O)(=O)C(C(F)(F)F)(F)F)(F)F)(F)F